6-(pyridazin-4-yl)-N-(4-(pyrrolidin-1-ylmethyl)-pyridin-2-yl)benzo[d]-thiazol-2-amine N1=NC=C(C=C1)C1=CC2=C(N=C(S2)NC2=NC=CC(=C2)CN2CCCC2)C=C1